5-(diethoxy-methylsilyl)-2-norbornene C(C)O[Si](C1C2C=CC(C1)C2)(C)OCC